FC1=C(C=CC(=C1)N1C[C@@](CCC1)(CCC1=CC(=CC=C1)C(F)(F)F)N(CC1CN(C1)C)C)S(=O)(=O)NC1=NC=NC=C1 (S)-2-Fluoro-4-(3-(methyl((1-methylazetidin-3-yl)methyl)amino)-3-(3-(trifluoromethyl)phenethyl)piperidin-1-yl)-N-(pyrimidin-4-yl)benzenesulfonamide